C[Si](CCON1CCC=CC1)(C)C 1-(2-(trimethylsilyl)ethoxy)-1,2,3,6-tetrahydropyridine